S(CCC(=O)OCCCCCCCCCCCCCC)CCC(=O)OCCCCCCCCCCCCCC dimyristyl (3,3'-thiodipropionate)